[Ca+2].O=C([C@H](O)[C@@H](O)CO)[O-].O=C([C@H](O)[C@@H](O)CO)[O-].O=C([C@H](O)[C@@H](O)CO)[O-].O=C([C@H](O)[C@@H](O)CO)[O-] L-threonic acid-hemicalcium salt